ClC=1C=C(C(=NC1)NS(=O)(=O)C1=CC=CC=C1)[N+](=O)[O-] N-(5-chloro-3-nitropyridin-2-yl)benzenesulfonamide